O1CCN(CC1)C[C@H]1NC2=C(C=C(C=C2C1)S(=O)(=O)N)[N+](=O)[O-] (S)-2-(morpholinomethyl)-7-nitroindoline-5-sulfonamide